(2S)-2-[(3R)-1-tert-Butoxycarbonylpyrrolidin-3-yl]-3-[3-[2-oxo-3-(2,2,2-trifluoroethyl)imidazolidin-1-yl]phenyl]propanoic acid C(C)(C)(C)OC(=O)N1C[C@H](CC1)[C@@H](C(=O)O)CC1=CC(=CC=C1)N1C(N(CC1)CC(F)(F)F)=O